2-(6-azaspiro[2.5]oct-6-yl)-4-iodo-benzoyl chloride C1CC12CCN(CC2)C2=C(C(=O)Cl)C=CC(=C2)I